C(#N)[C@H](C[C@H]1C(NCC1)=O)NC([C@H](CC(C)C)NC(=O)C=1NC2=C(C=CC=C2C1)F)=O N-[(2S)-1-({(1S)-1-cyano-2-[(3S)-2-oxopyrrolidin-3-yl]ethyl}amino)-4-methyl-1-oxopentan-2-yl]-7-fluoro-1H-indole-2-carboxamide